[1,3]oxathiole 3,3-dioxide O1CS(C=C1)(=O)=O